BrC=1C=C(C=CC1)CCCC1=NN=CN1C 3-[(2R)-(3-bromophenyl)propyl]-4-methyl-4H-1,2,4-triazole